C(CCCCCCCCCCC)OC1=C(C(=CC=C1)O)C(\C=C\C1=CC=C(C=C1)OCOC)=O (E)-1-(2-Dodecoxy-6-hydroxyphenyl)-3-[4-(methoxymethoxy)phenyl]prop-2-en-1-one